N-(2-(4,4-difluorocyclohexyl)-4-(2,5-difluorophenyl)pyridin-3-yl)-1-(2,2,2-trifluoroethyl)-1H-pyrazole-4-carboxamide FC1(CCC(CC1)C1=NC=CC(=C1NC(=O)C=1C=NN(C1)CC(F)(F)F)C1=C(C=CC(=C1)F)F)F